NCCC1=CC(O)=C(O)C=C1.[Cu] copper dopamine